OC1=C(C=C(C=C1)NC(=O)C1=CC(=C(C=C1)C1=CC=C(C=C1)C(F)(F)F)OCCCO)NS(=O)(=O)C N-(4-hydroxy-3-(methylsulfonylamino)phenyl)-2-(3-hydroxypropoxy)-4'-(trifluoromethyl)-[1,1'-biphenyl]-4-carboxamide